NC1=NC2=C(N1C)C=CC=C2C=2C(=C(C(=CC2)S(=O)(=O)C[C@@H](CN)O)S(=O)(=O)N)C=2N=NNN2 (R)-3-(2-amino-1-methyl-1H-benzo[d]imidazol-4-yl)-6-((3-amino-2-hydroxypropyl)sulfonyl)-2-(2H-tetrazol-5-yl)benzenesulfonamide